tert-butyl (4-chloro-2-methoxycarbonyltolyloxy)acetate ClC1=CC(C(C=C1)C)(OCC(=O)OC(C)(C)C)C(=O)OC